CC=1C=C(C=CC1)C1=NNC(=C1)C(=O)N 3-m-methylphenyl-1H-pyrazole-5-carboxamide